3-(5-(5-(difluoromethyl)-1,3,4-oxadiazol-2-yl)thiazol-2-yl)-3,6-diazabicyclo[3.1.1]heptan-6-ium 2,2,2-trifluoroacetate FC(C(=O)[O-])(F)F.FC(C1=NN=C(O1)C1=CN=C(S1)N1CC2[NH2+]C(C1)C2)F